NC1=CC=C(C=C1)C1C(CC2C(N1)COC2)C(=O)OC cis-methyl 2-(4-amino phenyl)-1,2,3,4,4a,5,7,7a-octahydrofuro[3,4-b]pyridine-3-carboxylate